6-benzyloxy-6,15-bis(trifluoromethyl)-13,19-dioxa-3,4,18-triazatricyclo[12.3.1.12,5]nonadec-1(17),2,4,8,14(18),15-hexa-ene C(C1=CC=CC=C1)OC1(C2=NN=C(C3=CC=C(C(OCCCC=CC1)=N3)C(F)(F)F)O2)C(F)(F)F